tert-butyl (2R,3S,4S)-4-[(tert-butoxycarbonyl)oxy]-3-{[(2-{2,2-difluoro-6-azaspiro[3.4]octan-6-yl}ethyl)carbamoyl]oxy}-2-[(4-methoxyphenyl)methyl]pyrrolidine-1-carboxylate C(C)(C)(C)OC(=O)O[C@@H]1[C@H]([C@H](N(C1)C(=O)OC(C)(C)C)CC1=CC=C(C=C1)OC)OC(NCCN1CC2(CC(C2)(F)F)CC1)=O